C(C(C)(C)C)N(CCN(CCN(C)CC(C)(C)C)C)C N,N''-dineopentyl-N,N',N''-trimethyl(diethylenetriamine)